BrC1=CC=C(C(=C1N1CCC(CC1)O[Si](C)(C)C(C)(C)C)F)F [1-(6-bromo-2,3-difluoro-phenyl)-4-piperidyl]oxy-tert-butyl-dimethyl-silane